[Co].[Ni].[Cu] copper-nickel cobalt